(2S,4R)-4-hydroxy-N-(2-methoxy-5-(4-(trifluoromethyl)phenoxy)phenyl)pyrrolidine-2-carboxamide O[C@@H]1C[C@H](NC1)C(=O)NC1=C(C=CC(=C1)OC1=CC=C(C=C1)C(F)(F)F)OC